C1(CCCCC1)C(=O)ON=C1CCC(CC1)C(C)(C)CC 4-(tert-pentyl)cyclohexan-1-one O-cyclohexanecarbonyl oxime